(4-chlorophenyl)-N-(1-ethyl-2-oxo-1,2-dihydrobenzo[cd]indol-6-yl)acetamide ClC1=CC=C(C=C1)CC(=O)NC=1C=2C3=C(C(N(C3=CC1)CC)=O)C=CC2